C1=C(C=C(C=C1F)Br)F 3,5-Difluorobromobenzene